C(C)OC(=O)C1=C(N=C(S1)NC1=NC(=CC(=N1)N1CC(NCC1)C(=O)N)NCC1=CC=C(C=C1)S(=O)(=O)C)C 2-[[4-[3-(Aminocarbonyl)-1-piperazinyl]-6-[[[4-(methylsulfonyl)phenyl]methyl]amino]-2-pyrimidinyl]amino]-4-methyl-5-thiazolecarboxylic acid ethyl ester